NC=1C(NC(N(N1)C1=CC(=C(C(=C1)Cl)OC=1C=C2C(=CC(=NC2=CC1)C1=CC(=NC=C1)Cl)C)Cl)=O)=O 6-amino-2-(3,5-dichloro-4-((4-methyl-2-(2-chloropyridin-4-yl)quinolin-6-yl)oxy)phenyl)-1,2,4-triazine-3,5(2H,4H)-dione